((4-methoxybenzyl)imino)(methyl)((6-(5-(trifluoromethyl)-1,2,4-oxadiazol-3-yl)imidazo[1,2-a]pyridin-2-yl)methyl)-λ6-sulfanone COC1=CC=C(CN=S(=O)(CC=2N=C3N(C=C(C=C3)C3=NOC(=N3)C(F)(F)F)C2)C)C=C1